F[B-](F)(F)F.FC(S1C2=C(C3=C1C=CC=C3)C=CC=C2)(F)F S-(trifluoromethyl)dibenzothiophene tetrafluoroborate